N-(2-((2-((1H-indazol-5-yl)amino)-5-chloropyrimidin-4-yl)amino)phenyl)methylsulfonamide N1N=CC2=CC(=CC=C12)NC1=NC=C(C(=N1)NC1=C(C=CC=C1)CNS(=O)=O)Cl